(E)-2-hexene-1-ol C(\C=C\CCC)O